3-pyrazole C1=CNN=C1